5-(4-Isopropoxyphenyl)-N-(4-methoxy-1H-imidazo[4,5-c]pyridin-2-yl)-1,3,4-oxadiazol-2-amine C(C)(C)OC1=CC=C(C=C1)C1=NN=C(O1)NC=1NC2=C(C(=NC=C2)OC)N1